FC1=CC2=C(NC(=N2)C2=CC(=NN2C)NC(=O)C=2C=NC(=CC2)N2CCOCC2)C=C1 N-[5-(5-fluoro-1H-benzimidazol-2-yl)-1-methyl-pyrazol-3-yl]-6-morpholino-pyridine-3-carboxamide